The molecule is a tritiated thymidine having the tritium label on the methyl group of the nucleobase. It derives from a thymidine. [3H]CC1=CN(C(=O)NC1=O)[C@H]2C[C@@H]([C@H](O2)CO)O